BrC1=CC(=C2N(C1=O)C(NC2=O)(C)C)Cl 6-bromo-8-chloro-3,3-dimethyl-2H-imidazo[1,5-a]pyridine-1,5-dione